6-(3-amino-1H-indazol-4-yl)-N-(3,5-dibromophenyl)-1-naphthalenecarboxamide NC1=NNC2=CC=CC(=C12)C=1C=C2C=CC=C(C2=CC1)C(=O)NC1=CC(=CC(=C1)Br)Br